N1C=CC=2C1=NC=CC2C=2N=C(C1=C(N2)C(=CS1)C1=CC=NN1C1OCCCC1)N1[C@@H](COCC1)C (3R)-4-(2-(1H-pyrrolo[2,3-b]pyridin-4-yl)-7-(1-(tetrahydro-2H-pyran-2-yl)-1H-pyrazol-5-yl)thieno[3,2-d]pyrimidin-4-yl)-3-methylmorpholine